C(=C)S(=O)(=O)NCCC(=O)NC1=CC=C(C=C1)OC(F)(F)F 3-ethenesulfonamido-N-[4-(trifluoromethoxy)phenyl]Propionamide